ClC1=C(C=C(C=C1)F)C1(NC(C2=C3C(=CC(=C12)NC(C1=CC(=CC(=C1)F)C(F)(F)F)=O)N(C(OC3)=O)CC(F)F)=O)O N-[7-(2-chloro-5-fluorophenyl)-4-(2,2-difluoroethyl)-7-hydroxy-3,9-dioxo-1,3,4,7,8,9-hexa-hydro[1,3]oxazino[5,4-e]isoindol-6-yl]-5-fluoro-3-(trifluoromethyl)benzamide